C1(CCCCC1)NC(C1=CC(=CC=C1)[C@@H]1N(OCC1)C1=NC=NC(=C1)NC1=CC=C(C=C1)N1CCN(CC1)C)=O (R)-N-cyclohexyl-3-(2-(6-((4-(4-methylpiperazin-1-yl)phenyl)amino)pyrimidin-4-yl)isoxazolidin-3-yl)benzamide